(+)-2-Methyl-2-propanesulfinamide CC(C)(C)S(=O)N